C(C)(=O)N1CC(CCC1C)NC(OC(C)(C)C)=O tert-butyl (1-acetyl-6-methylpiperidin-3-yl)carbamate